C1(C=CC=C1)=O cyclopenta-2,4-diene-1-one